NC1=C(C=CC(=C1F)NCC1=CC=C(C=C1)C(F)(F)F)NC(CCCC[C@@H](C(C)F)F)=O (6S)-N-(2-Amino-3-fluoro-4-((4-(trifluoromethyl)benzyl)amino)phenyl)-6,7-difluorooctanamid